N-[3-[[4-[(5-cyclopropyl-1H-pyrazol-3-yl)amino]pyrimidin-2-yl]-methyl-amino]propyl]-N-methyl-carbamic acid tert-butyl ester C(C)(C)(C)OC(N(C)CCCN(C)C1=NC=CC(=N1)NC1=NNC(=C1)C1CC1)=O